2-(3-(benzylamino)-2-phenylimidazo[1,2-a]pyridin-5-yl)-3-methylphenol C(C1=CC=CC=C1)NC1=C(N=C2N1C(=CC=C2)C2=C(C=CC=C2C)O)C2=CC=CC=C2